3-(2-methoxyethyl)-8-(6-((3-(2-oxo-1-pyrrolidinyl)propyl)amino)-3-pyridyl)-1-propylxanthine COCCN1C(N(C(C=2NC(=NC12)C=1C=NC(=CC1)NCCCN1C(CCC1)=O)=O)CCC)=O